OCCN(C(CCCCCCC)=O)CCO N,N-bis(2-hydroxyethyl)octanoamide